Methyl (S)-4-(3-hydroxy-3-((methoxy-d3)methyl)pent-1-yn-1-yl-4,4,5,5,5-d5)benzoate O[C@](C#CC1=CC=C(C(=O)OC)C=C1)(C(C([2H])([2H])[2H])([2H])[2H])COC([2H])([2H])[2H]